F[C@H]1CC2(CC(CN2C1)=C)C(=O)OC methyl (2S)-2-fluoro-6-methylenetetrahydro-1H-pyrrolizin-7a(5H)-carboxylate